1-(tert-butoxycarbonyl)-3,5-dimethylpyrrolidine-3-carboxylic acid C(C)(C)(C)OC(=O)N1CC(CC1C)(C(=O)O)C